FC1=C2C=CNC2=CC(=C1OC=1C=CC(=C(C1)C=1NC(=CN1)C(COC)(COC)C=1C=C(C=CC1)CCC(=O)O)F)F 3-(3-(2-(2-(5-((4,6-Difluoro-1H-indol-5-yl)oxy)-2-fluorophenyl)-1H-imidazol-5-yl)-1,3-dimethoxypropan-2-yl)phenyl)propanoic acid